3,5-difluoro-4-(4-(trifluoromethyl)piperidin-1-yl)aniline FC=1C=C(N)C=C(C1N1CCC(CC1)C(F)(F)F)F